OC(CCCCCCCCCCCCCCCCCCC(=O)O)C 20-Hydroxy-heneicosanoic acid